C(CCCCCC=CCCCCCCCCCCCCCCCCCCC)(=O)[O-] heptacos-7-enoate